1-(3-(pyrimidin-2-yl)phenyl)ethylamine N1=C(N=CC=C1)C=1C=C(C=CC1)C(C)N